C[C@@H]1/C=C/C(=O)NC/C=C/C(=C/[C@H](CC(=O)CC2=NC(=CO2)C(=O)N3CCC=C3C(=O)O[C@@H]1C(C)C)O)/C The molecule is a macrolide that is (together with pristinamycin IA) a component of pristinamycin, an oral streptogramin antibiotic produced by Streptomyces pristinaespiralis. Pristinamycin exhibits bactericidal activity against Gram positive organisms including methicillin-resistant Staphylococcus aureus. It has a role as an antibacterial drug and a Mycoplasma genitalium metabolite. It is a lactam, a macrolide, a member of 1,3-oxazoles, a pyrroline, an enamide, a secondary alcohol, a cyclic ketone, a macrolide antibiotic, a tertiary carboxamide and a secondary carboxamide.